6-(cyclopropanecarboxamido)-4-((8-fluoro-2,5-dimethyl-4,5-dihydro-2H-pyrazolo[4,3-c]quinolin-6-yl)amino)-N-(methyl-d3)nicotinamide C1(CC1)C(=O)NC1=NC=C(C(=O)NC([2H])([2H])[2H])C(=C1)NC1=CC(=CC=2C=3C(CN(C12)C)=CN(N3)C)F